(S)-2-(5-(3-((2-chloro-5-(1-(2,2,2-trifluoroethyl)-1H-pyrazol-3-yl)pyridin-4-yl)amino)butoxy)-1-methyl-1H-pyrazol-4-yl)pyrimidin-4-amine ClC1=NC=C(C(=C1)N[C@H](CCOC1=C(C=NN1C)C1=NC=CC(=N1)N)C)C1=NN(C=C1)CC(F)(F)F